F[C@H]1[C@H](C1)C(=O)NC=1N=CC2=CC(=NC=C2C1)C=1C=NC(=CC1C)[C@H](CCC)O (1R,2R)-2-fluoro-N-(7-(6-((S)-1-hydroxybutyl)-4-methylpyridin-3-yl)-2,6-naphthyridin-3-yl)cyclopropane-1-carboxamide